1-[(2R)-2-(4-cyclopropyl-triazol-1-yl)-3,3-dimethyl-butyryl]-4-hydroxy-N-(5,6,7,8-tetrahydro-[1,2,4]triazolo[4,3-a]pyridin-8-yl)pyrrolidine-2-carboxamide C1(CC1)C=1N=NN(C1)[C@@H](C(=O)N1C(CC(C1)O)C(=O)NC1C=2N(CCC1)C=NN2)C(C)(C)C